(1R,3S)-3-{5-[(1-methyl-3-oxo-2,3-dihydro-1H-indazol-6-yl)amino]-1H-pyrazol-3-yl}cyclopentyl 4-nitrophenyl carbonate C(O[C@H]1C[C@H](CC1)C1=NNC(=C1)NC1=CC=C2C(NN(C2=C1)C)=O)(OC1=CC=C(C=C1)[N+](=O)[O-])=O